ClC1=C(C=CC=C1C1C(NC(CC1)=O)=O)C1=CC=C(C=C1)CN1C(N(CC1)C)=O 3-(2-chloro-4'-((3-methyl-2-oxoimidazolidin-1-yl)methyl)-[1,1'-biphenyl]-3-yl)piperidine-2,6-dione